N,N,N',N'-TETRAMETHYL-O-(N-SUCCINIMIDYL)URONIUM HEXAFLUOROPHOSPHATE CN(C)C(=[N+](C)C)ON1C(=O)CCC1=O.F[P-](F)(F)(F)(F)F